[[amino-[3-[2-[[3-[2-(tert-butoxycarbonylamino)ethylcarbamoyl]phenyl]sulfonylamino]-2-(6-methoxy-1,3-benzothiazol-2-yl)ethyl]phenyl]methylene]amino] acetate C(C)(=O)ON=C(C1=CC(=CC=C1)CC(C=1SC2=C(N1)C=CC(=C2)OC)NS(=O)(=O)C2=CC(=CC=C2)C(NCCNC(=O)OC(C)(C)C)=O)N